(E)-N-(4-Bromobut-2-enoyl)-N-methyl-L-alanine tert-butyl ester C(C)(C)(C)OC([C@@H](N(C)C(\C=C\CBr)=O)C)=O